ClC=1C=C(C=CC1)S(=O)(=O)NC=1C=C(C(=O)O)C=CC1 3-[(3-chlorophenyl)sulfonylamino]benzoic acid